methyl (S)-3-amino-4-((1-hydroxypent-4-en-2-yl)amino)-5-nitrobenzoate NC=1C=C(C(=O)OC)C=C(C1N[C@H](CO)CC=C)[N+](=O)[O-]